tert-Butyl (3-(2-(4-methoxy-1-methyl-6-oxo-1,6-dihydropyridin-3-yl)phenoxy)phenyl)carbamate COC=1C(=CN(C(C1)=O)C)C1=C(OC=2C=C(C=CC2)NC(OC(C)(C)C)=O)C=CC=C1